C[C@H]1C(NC2(N1)C(CCC2)CCCCC)=O (3S)-3-methyl-6-pentyl-1,4-diazaspiro[4.4]nonan-2-one